Propyleneglycol Carbonate C(O)(O)=O.C(C(C)O)O